(±)-cis-N-[8-amino-6-(3-pyridyl)-3-isoquinolinyl]-2-fluoro-cyclopropanecarboxamide NC=1C=C(C=C2C=C(N=CC12)NC(=O)[C@H]1[C@H](C1)F)C=1C=NC=CC1 |r|